ClC1=CC=C(C=C1)[C@@]1(N(C(C2=CC(=CC(=C12)F)C(CC)(C=1C=NN(C1)C)O)=O)CC1=CC=C(C=N1)C#N)O[C@@H]1COCC1 6-{[(1R)-1-(4-chlorophenyl)-7-fluoro-5-[1-hydroxy-1-(methyl-1H-pyrazol-4-yl)propyl]-3-oxo-1-[(3S)-oxolan-3-yloxy]-2,3-dihydro-1H-isoindol-2-yl]methyl}pyridine-3-carbonitrile